C(C)(C)(C)OC([C@H](CC(=O)O)NC(=O)OC(C)(C)C)=O (3S)-4-(tert-butoxy)-3-[(tert-butoxycarbonyl)amino]-4-oxobutanoic acid